1-methyl-2-methoxyhypoxanthine CN1C(=NC=2N=CNC2C1=O)OC